4-methoxy-N-((5,6,8,9-tetrahydro-[1,2,4]triazolo[4,3-d][1,4]oxazepin-3-yl)methyl)aniline COC1=CC=C(NCC2=NN=C3N2CCOCC3)C=C1